C1=CC=CC=2C3=CC=CC=C3C(C12)COC(=O)[C@](N)(C(C)C)C(=O)O 2-(((9H-fluoren-9-yl)methoxy)carbonyl)-L-valine